C(C)(C)(C)N(C(O)=O)CCC1=CNC2=CC=CC(=C12)C.C(C)(C)(C)C(C(=O)N)=C t-butyl-Acrylamide tert-butyl-(2-(4-methyl-1H-indol-3-yl)ethyl)carbamate